COC(C1=CC=C(C=C1)N1C(=CC2=CC(=CC=C12)N1CCC(CC1)N)C1=CC(=C(C=C1)OC)F)=O 4-(5-(4-aminopiperidin-1-yl)-2-(3-fluoro-4-methoxyphenyl)-1H-indol-1-yl)benzoic acid methyl ester